(2S,4r)-1-[(2S)-2-(4-cyclopropyl-triazol-1-yl)-3,3-dimethyl-butyryl]-N-[(2,4-dimethoxyphenyl)-(4-methoxyphenyl)methyl]-4-hydroxy-pyrrolidine-2-carboxamide C1(CC1)C=1N=NN(C1)[C@H](C(=O)N1[C@@H](C[C@H](C1)O)C(=O)NC(C1=CC=C(C=C1)OC)C1=C(C=C(C=C1)OC)OC)C(C)(C)C